O1CCCC2=CC(=CC=C12)CNC(N(CC1CCN(CC1)C)CC1=C(C=C(C=C1)F)F)=O 3-(Chroman-6-ylmethyl)-1-(2,4-difluorobenzyl)-1-((1-methylpiperidin-4-yl)methyl)urea